COC([C@@H](NC(C[C@@H](CCCCCCCCCCC)OCCCCCCCCCC)=O)CO[C@H]1[C@@H]([C@@H]([C@H](OP(=O)(OC)O)[C@H](O1)CO)NC(C[C@@H](CCCCCCCCCCC)OCCCCCCCCCC)=O)NC(C[C@@H](CCCCCCCCCCC)OCCCCCCCCCC)=O)=O N-[(R)-3-decyloxytetradecanoyl]-O-[2,3-di-[(R)-3-decyloxytetradecanoylamino]-2,3-dideoxy-4-O-methylphosphono-β-D-allopyranosyl]-L-serine methyl ester